FC=1C(=NC=CN1)C(C1CN(C1)C(=O)OC(C)(C)C)O tert-butyl 3-((3-fluoropyrazin-2-yl)(hydroxy)methyl)azetidine-1-carboxylate